5-(1-(2,6-dichloropyridin-4-yl)-3,3-difluorocyclobutyl)-4-methyl-4H-1,2,4-triazole-3-thiol ClC1=NC(=CC(=C1)C1(CC(C1)(F)F)C=1N(C(=NN1)S)C)Cl